FC(SC=1C=C(CNC2=C3N=CN(C3=NC=N2)[C@H]2[C@@H](O)[C@H](O)[C@H](O2)CO)C=CC1)(F)F 6-(3-(trifluoromethylthio)benzylamino)-9-β-D-arabinofuranosylpurine